FC=1C(=C(C#N)C(=CC1)F)OC=1C=C2C(N(C=NC2=CC1)C)=O 3,6-difluoro-2-(3-methyl-4-oxo-quinazolin-6-yl)oxy-benzonitrile